(4-Chlorophenyl)magnesium bromide ClC1=CC=C(C=C1)[Mg]Br